(R)-(-)-5-[125I]Iodo-3'-O-[2-(ε-guanidinohexanoyl)-2-phenylacetyl]-2'-deoxyuridine [125I]C=1C(NC(N([C@H]2C[C@H](OC(C(C3=CC=CC=C3)C(CCCC(C)NC(=N)N)=O)=O)[C@@H](CO)O2)C1)=O)=O